C(CCCCCCC\C=C/CCCCCCCC)N N-Oleylamin